Cl.NC/C(/CN1N=CN(C1=O)C1=NC(=CC=C1C)C1=CC=C2C=NNC2=C1)=C\F 2-[(2E)-2-(aminomethyl)-3-fluoroprop-2-en-1-yl]-4-[6-(1H-indazol-6-yl)-3-methylpyridin-2-yl]-2,4-dihydro-3H-1,2,4-triazol-3-one hydrochloride